BrC=1C=C2C(=NC1)N(C=C2I)S(=O)(=O)CC2=CC=CC=C2 5-Bromo-3-iodo-1-toluenesulfonyl-1H-pyrrolo[2,3-b]pyridine